NC=1C=2N(C3=CC(=C(C=C3N1)F)C(=O)N1[C@@H]3[C@H](CCC1)OC1=C3C=C(C=C1)C(F)(F)F)C=NC2 (4-amino-7-fluoroimidazo[1,5-a]quinoxalin-8-yl)((4aS,9bS)-8-(trifluoromethyl)-3,4,4a,9b-tetrahydrobenzofuro[3,2-b]pyridin-1(2H)-yl)methanone